9,10-bis(ethoxycarbonyldecamethylene)anthracene C(C)OC(=O)CCCCCCCCCC=C1C2=CC=CC=C2C(C=2C=CC=CC12)=CCCCCCCCCCC(=O)OCC